4-hydroxy-1-((S)-3-methyl-2-(5-methyl-1H-1,2,3-triazol-1-yl)butanoyl)pyrrolidine-2-carboxamide OC1CC(N(C1)C([C@H](C(C)C)N1N=NC=C1C)=O)C(=O)N